O1COC2=C1C=CC(=C2)[C@@H]2[C@H]([C@@H](N(C2)CC(=O)N(CCCC)CCCC)C2=CC=C(C=C2)OC)C(=O)OCOC(=O)OCC 1-[(ethoxycarbonyl)oxy]methyl (2R,3R,4S)-4-(benzo[d][1,3]dioxolane-5-yl)-1-[2-(dibutyl amino)-2-oxoethyl]-2-(4-methoxyphenyl)pyrrolidine-3-carboxylate